C1(=CC=CC=2SC3=C(C21)C=CC=C3)C3=C(C(=C(C(=C3C3=CC=C(C=C3)N3C2=CC=CC=C2C=2C=C(C=CC32)C)C3=CC=C(C=C3)N3C2=CC=CC=C2C=2C=C(C=CC32)C)C#N)C3=CC(=NC(=C3)C)C)C3=CC=C(C=C3)N3C2=CC=CC=C2C=2C=C(C=CC32)C 6'-(dibenzo[b,d]thiophen-1-yl)-4'-(2,6-dimethylpyridin-4-yl)-4,4''-bis(3-methyl-9H-carbazol-9-yl)-5'-(4-(3-methyl-9H-carbazol-9-yl)phenyl)-[1,1':2',1''-terphenyl]-3'-carbonitrile